O1C(=NC2=C1C=CC=C2)C2=C(C=CC(=C2)C2=CC(=CC=C2)C2=NC(=CC(=N2)C2=CC=CC=C2)C2=CC=CC=C2)O 2-(benzoxazol-2-yl)-4-(3-(4,6-diphenylpyrimidin-2-yl)phenyl)phenol